ClC1=C(C(=O)N2COC3=C(C2)C=CC=C3C3=CC(=C(C(=O)OC)C=C3F)N3C2COCC3CC2)C(=CC(=C1)N1CC2(C1)CC(C2)(C)OC)Cl methyl 4-[3-[2,6-dichloro-4-(6-methoxy-6-methyl-2-azaspiro[3.3]heptan-2-yl)benzoyl]-2,4-dihydro-1,3-benzoxazin-8-yl]-5-fluoro-2-(3-oxa-8-azabicyclo[3.2.1]octan-8-yl)benzoate